(R)-6-isobutyl-4-(3-methylmorpholino)-2-(1H-pyrazol-3-yl)-8,9-dihydro-1,3,6,9a-tetraazabenzo[cd]azulene-7(6H)-one C(C(C)C)N1C=2C3=C(C(=NN3CCC1=O)C1=NNC=C1)N=C(C2)N2[C@@H](COCC2)C